1'-(3-((4-(decyloxy)phenyl)sulfonyl)-6-(methylsulfinyl)quinolin-4-yl)-4-phenyl-[1,4'-bipiperidin]-4-ol C(CCCCCCCCC)OC1=CC=C(C=C1)S(=O)(=O)C=1C=NC2=CC=C(C=C2C1N1CCC(CC1)N1CCC(CC1)(O)C1=CC=CC=C1)S(=O)C